BrC=1C(=CC2=C(O[C@@H](C(N2CC2=CC(=CC=C2)C(F)F)=O)C)C1)F (R)-7-bromo-4-(3-(difluoromethyl)benzyl)-6-fluoro-2-methyl-2H-benzo[b][1,4]oxazin-3(4H)-one